FC=1C=C(C=C(C1)F)[C@@H]1CCC2=NN(C(N21)=O)[C@@H]2C[C@H](C2)OC=2C=C(C=NC2)C#N 5-({trans-3-[(5S)-5-(3,5-difluorophenyl)-3-oxo-6,7-dihydro-3H-pyrrolo[2,1-c][1,2,4]triazol-2(5H)-yl]cyclobutyl}oxy)pyridine-3-carbonitrile